ClCC1=CC(=CC(=C1)C1(CC1)C(F)(F)F)F 1-(chloromethyl)-3-fluoro-5-(1-(trifluoromethyl)cyclopropyl)benzene